CC1=CC=CC(=N1)C1=C(N=CN1)C=1C=C2C=C(C=NC2=CC1)C=1C=CC(=NC1)C(=O)O[C@H]1CNCC1 [(3R)-pyrrolidin-3-yl] 5-[6-[5-(6-methyl-2-pyridyl)-1H-imidazol-4-yl]-3-quinolyl]pyridine-2-carboxylate